(S)-2-(2-((2-cyclopropyl-4-(2-methylpiperazin-1-yl)phenyl)amino)-5-(trifluoromethyl)pyrimidin-4-yl)-6,7-dihydro-5H-thieno[2,3-b][1,4]oxathiepine 4,4-dioxide C1(CC1)C1=C(C=CC(=C1)N1[C@H](CNCC1)C)NC1=NC=C(C(=N1)C1=CC2=C(OCCCS2(=O)=O)S1)C(F)(F)F